C(C1=CC=CC=C1)O[C@H]([C@@H](C(=O)O)NC(=O)OCC1C2=CC=CC=C2C=2C=CC=CC12)C (2S,3S)-3-benzyloxy-2-(9H-fluoren-9-ylmethoxycarbonyl-amino)butyric acid